C(C=C)(=O)NC1=CC=C(C(=O)NC=2C3=C(NN2)C(N(C3)C(=O)N[C@H](CN(C)C)C3CCOCC3)(C)C)C=C1 (S)-3-(4-acrylamidobenzamido)-N-(2-(dimethylamino)-1-(tetrahydro-2H-pyran-4-yl)ethyl)-6,6-dimethyl-4,6-dihydropyrrolo[3,4-c]pyrazole-5(1H)carboxamide